CC=1C(=C(C=C(C1)C(F)(F)F)O)C=1C=CC=2C(N1)=NN(C2)[C@@H]2CCC=1N(C2)C(=CN1)C (R)-3-methyl-2-(2-(3-methyl-5,6,7,8-tetrahydroimidazo[1,2-a]pyridin-6-yl)-2H-pyrazolo[3,4-b]pyridin-6-yl)-5-(trifluoromethyl)phenol